10E,12Z-octadeca-10,12-dienoic acid C(CCCCCCCC\C=C\C=C/CCCCC)(=O)O